methyl 3-(5-(2,5-difluoro-4-methyl-3-(7-methylimidazo[1,2-a]pyridine-3-carboxamido)phenyl)-1,2,4-oxadiazol-3-yl)azetidine-1-carboxylate FC1=C(C=C(C(=C1NC(=O)C1=CN=C2N1C=CC(=C2)C)C)F)C2=NC(=NO2)C2CN(C2)C(=O)OC